NC1=C(C=C(C=N1)NC(C(N1[C@H](CC[C@@H](C1)C)C=1C=CC2=C(N=C(S2)[C@@H]2CN([C@@H](C2)C)C)C1)=O)=O)CC |&1:25,28| N-(6-amino-5-ethyl-3-pyridyl)-2-oxo-2-[(2R,5S)-5-methyl-2-[2-[rac-(3S,5R)-1,5-dimethylpyrrolidin-3-yl]-1,3-benzothiazol-5-yl]-1-piperidyl]acetamide